(S)-N-(4'-(cyclopropylsulfonyl)-2-(trifluoromethyl)-[1,1'-biphenyl]-4-yl)-3-methoxy-2-(4-(methylsulfonyl)phenyl)propanamide C1(CC1)S(=O)(=O)C1=CC=C(C=C1)C1=C(C=C(C=C1)NC([C@H](COC)C1=CC=C(C=C1)S(=O)(=O)C)=O)C(F)(F)F